BrC=1C(=NC(=NC1)NC=1C(=CC(=C(C(=O)OC)C1)N1CCC(CC1)N1CCOCC1)OC)NC1=C(C=C(C=C1)O)N(S(=O)(=O)C)C Methyl 5-((5-bromo-4-((4-hydroxy-2-(N-methylmethanesulfonamido)phenyl)amino)pyrimidin-2-yl)amino)-4-methoxy-2-(4-morpholinopiperidin-1-yl)benzoate